C1(CC1)C1=CC(=NC=2N1N=C(C2)C2=C(C=C(C=C2)N2C[C@@H](CC2)N)F)C(=O)N2[C@@H](C1=CC=CC=C1CC2)C (3R)-1-(4-{7-cyclopropyl-5-[(1R)-1-methyl-1,2,3,4-tetrahydroisoquinoline-2-carbonyl]pyrazolo[1,5-a]pyrimidin-2-yl}-3-fluorophenyl)pyrrolidin-3-amine